O[C@@H]1CN(CCC1)C1=C2C(=NC=C1)N(N=C2CNC(C=C)=O)C2=CC=C(C=C2)OC(F)(F)F N-[[4-[(3S)-3-hydroxy-1-piperidyl]-1-[4-(trifluoromethoxy)phenyl]pyrazolo[3,4-b]pyridin-3-yl]methyl]prop-2-enamide